C(C)N1C[C@@H](CCC1)NC1=C2C(=C(N=N1)C1=CC=C3C(CCO3)=C1O)N(N=C2)C 5-[4-[[(3R)-1-ethyl-3-piperidinyl]amino]-1-methyl-pyrazolo[3,4-d]pyridazin-7-yl]-2,3-dihydrobenzofuran-4-ol